ClC1=C(C=CC=C1C1=C(C(=NC=C1)C1=CC(=C(C=C1)CN(C)C[C@@H](C)O)OC)Cl)C1=CC=C(C(=N1)OC)CNC[C@H]1CCC(N1)=O (R)-5-((((6-(2-chloro-3-(3-chloro-2-(4-((((R)-2-hydroxypropyl)(methyl)amino)methyl)-3-methoxyphenyl)pyridin-4-yl)phenyl)-2-methoxypyridin-3-yl)methyl)amino)methyl)pyrrolidin-2-one